FC=1C=C(C=CC1F)CC=1N=CC=C2C=C(SC12)C=1C(=C(N=C2C(CS(C12)(=O)=O)C(C)C)CCC1CCOCC1)C=1OC(=NN1)C 7-(7-[(3,4-difluorophenyl)methyl]-1-thia-6-aza-2-indenyl)-3-isopropyl-6-(5-methyl-1,3,4-oxadiazol-2-yl)-5-[2-(tetrahydro-2H-pyran-4-yl)ethyl]-1λ6-thia-4-aza-1,1-indandione